C(CCCCC(=O)OCCOC)(=O)OCCOC di(2-methoxyethyl) adipate